4-(3-(((1H-benzo[d]imidazol-6-yl)methyl)(3-methoxybenzyl)amino)benzyl)piperazin-2-one N1C=NC2=C1C=C(C=C2)CN(C=2C=C(CN1CC(NCC1)=O)C=CC2)CC2=CC(=CC=C2)OC